[Pd+2].CN(C)C1=CC=C(C=C1)C1=C(C=CC=C1)P(C(C)(C)C)C(C)(C)C.CN(C)C1=CC=C(C=C1)C1=C(C=CC=C1)P(C(C)(C)C)C(C)(C)C bis{[4-(N,N-dimethylamino)phenyl]di-tert-butylphenyl-phosphine} palladium (II)